CC(C=CC=O)=CC1=CC=C(C=C1)C 4-methyl-5-(p-tolyl)pent-2,4-dienal